morpholinamine N1(CCOCC1)N